1,2,3,4-tetrahydro-beta-carboline-3-carboxylic acid benzyl ester C(C1=CC=CC=C1)OC(=O)C1NCC=2NC3=CC=CC=C3C2C1